n-propyl α-cyanoacrylate C(#N)C(C(=O)OCCC)=C